O=C1N(CCC1)C1=CC=C(C=C1)C=1C=C(C=NC1)C1=C2C(=NC=C1)C(NC2)=O 4-[5-[4-(2-oxopyrrolidin-1-yl)phenyl]-3-pyridinyl]-5,6-dihydropyrrolo[3,4-b]pyridin-7-one